FC(C(F)(F)F)(O[Si](OC(C(F)(F)F)(F)F)(OC(C(F)(F)F)(F)F)C(C(C(C(C(C(C(C(C(C(F)(F)F)(F)F)(F)F)(F)F)(F)F)(F)F)(F)F)(F)F)(F)F)(F)F)F Perfluorodecyltriethoxysilane